(3-isopropyl-1,5,6,7-tetrahydro-s-indacen-1-yl)dimethylsilane C(C)(C)C1=CC(C2=CC=3CCCC3C=C12)[SiH](C)C